1,3-Diethenyl-1,1,3,3-Tetramethyldisiloxane C(=C)[Si](O[Si](C)(C)C=C)(C)C